N-(4-{1-[(2,5-difluorophenyl)carbonyl]piperidin-4-yl}butyl)imidazo[1,2-a]pyridine-6-carboxamide FC1=C(C=C(C=C1)F)C(=O)N1CCC(CC1)CCCCNC(=O)C=1C=CC=2N(C1)C=CN2